C(C)N1[C@@H]2CCC3=C([C@H]2C=2C=C(C=C(C2C1)C)OC)C=C(C(=C3)F)O (6aR,12bS)-(+)-N-ethyl-2-methoxy-4-methyl-10-fluoro-11-hydroxy-5,6,6a,7,8,12b-hexahydrobenzo[a]phenanthridine